4-[(2-fluoro-phenyl)methoxy]-1-[3-(propan-2-yl)-1H,2H,3H,4H,5H-[1,4]diazepino[1,7-a]indol-9-yl]-1,2-dihydropyridin-2-one FC1=C(C=CC=C1)COC1=CC(N(C=C1)C1=CC=2C=C3N(C2C=C1)CCN(CC3)C(C)C)=O